4-(2,4-difluorobenzyloxy)-1-(3-(4-methylpiperazin-1-yl)carbonyl-2-methylphenyl)-3-bromo-6-methylpyridin-2(1H)-one FC1=C(COC2=C(C(N(C(=C2)C)C2=C(C(=CC=C2)C(=O)N2CCN(CC2)C)C)=O)Br)C=CC(=C1)F